1-(4-(5-(3-cyano-4-isopropoxyphenyl)-4,5-dihydroisoxazol-3-yl)benzyl)azetidine-3-carboxylic acid C(#N)C=1C=C(C=CC1OC(C)C)C1CC(=NO1)C1=CC=C(CN2CC(C2)C(=O)O)C=C1